C(CCCCCCCCCCCCC)C(=O)CCCCCCCCCCCCCC myristyl myristyl ketone